Tert-Butyl 3-[6-[1-(trifluoromethyl)cyclopropyl]-3-pyridyl]azetidine-1-carboxylate FC(C1(CC1)C1=CC=C(C=N1)C1CN(C1)C(=O)OC(C)(C)C)(F)F